(4R)-4-((Z)-2-(tert-butoxycarbonyl)-3-(3-ethyl-1-methoxy-1-oxooct-7-en-3-yl)guanidino)chromane-6-carboxylic acid methyl ester COC(=O)C=1C=C2[C@@H](CCOC2=CC1)N/C(=N/C(=O)OC(C)(C)C)/NC(CC(=O)OC)(CCCC=C)CC